C(CCC)OOC(CC)C1CCCCC1 butylperoxycyclohexyl-propane